Cl.[N+](=O)([O-])C1=CC=C(C=C1)ON O-(4-nitrophenyl)hydroxylamine hydrochloride